C(C=C)NC1=C(C(=O)OC=2C=C3C(=CNC3=CC2)CCNC(C2=C(C=CC=C2)NCC=C)=O)C=CC=C1 3-(2-(2-(allylamino)benzamido)ethyl)-1H-indol-5-yl 2-(allylamino)benzoate